(R)-N-(5-(6-(4-(3-fluoropyrrolidine-1-carbonyl)phenyl)-1-oxo-3,4-dihydroisoquinolin-2(1H)-yl)-2-hydroxyphenyl)methanesulfonamide F[C@H]1CN(CC1)C(=O)C1=CC=C(C=C1)C=1C=C2CCN(C(C2=CC1)=O)C=1C=CC(=C(C1)NS(=O)(=O)C)O